C(C)(C)(C)OC(=O)N1CC2(C1)SCCC2=O 8-oxo-5-thia-2-azaspiro[3.4]octane-2-carboxylic acid tert-butyl ester